(R)-N-(5-(tert-butyl)-1-(1-(2-fluoroethyl)pyrrolidin-3-yl)-1H-pyrazol-3-yl)-7-chloro-6-(imidazo[1,2-b]pyridazin-7-yloxy)-1-methyl-1H-imidazo[4,5-b]pyridin-2-amine C(C)(C)(C)C1=CC(=NN1[C@H]1CN(CC1)CCF)NC=1N(C=2C(=NC=C(C2Cl)OC2=CC=3N(N=C2)C=CN3)N1)C